BrC=1C=C2C3(N(C(C2=CC1)=O)CC1=CC=C(C=C1)OC)CCCCC3 5'-bromo-2'-[(4-methoxyphenyl)methyl]spiro[cyclohexane-1,3'-isoindole]-1'-one